Pyrrole-5(2H)-carboxylate N=1CC=CC1C(=O)[O-]